[18F]N(C(=N)N)CC1=CC=CC=C1 [18F]Fluorobenzylguanidin